6-[(3R)-3-(dimethylamino)pyrrolidin-1-yl]-2-methyl-N-{(1R)-1-[3-(trifluoromethyl)phenyl]ethyl}pyrido[3,4-d]pyrimidin-4-amine CN([C@H]1CN(CC1)C1=CC2=C(N=C(N=C2N[C@H](C)C2=CC(=CC=C2)C(F)(F)F)C)C=N1)C